C[C@H]1N([C@@H](CN(C1)C=1C=CC=2N=CN=C(C2N1)NC1=CC(=C(C=C1)OC1=CC=2N(C=C1)N=CN2)C)C)C(=O)OC(C)(C)C tert-butyl (2R,6R)-2,6-dimethyl-4-{4-[(3-methyl-4-{[1,2,4]triazolo[1,5-a]pyridin-7-yloxy}phenyl)amino]pyrido[3,2-d]pyrimidin-6-yl}piperazine-1-carboxylate